3-(N-benzyl-2-aminoethyl)-aminopropyltrimethoxysilane hydrochloride Cl.C(C1=CC=CC=C1)NCCC(CC[Si](OC)(OC)OC)N